Dimethyl-dimethylolhydantoin CN1C(N(C(C1=O)(CO)CO)C)=O